OC1=CC=C(C=C1)C(C)(C)C1=CC=C(C=O)C=C1 4-(2-(4-hydroxyphenyl)propane-2-yl)benzaldehyde